FC(CC1OC(OC1)=O)(C(F)(F)F)C(F)(F)F 4-(2,3,3,3-tetrafluoro-2-(trifluoromethyl)propyl)-1,3-dioxolan-2-one